CC(C[C@@H](C(N[C@@H](C[C@H]1C(NCC1)=O)C(COC(F)(F)F)=O)=O)NC(=O)C12CCC(CC1)O2)C N-((S)-4-methyl-1-oxo-1-(((S)-3-oxo-1-((S)-2-oxopyrrolidin-3-yl)-4-(trifluoromethoxy)butan-2-yl)amino)pentan-2-yl)-7-oxabicyclo[2.2.1]-heptane-1-carboxamide